N-(3-(3-([1,1'-biphenyl]-4-yl)-4-oxo-3,4-dihydrophthalazin-1-yl)phenyl)-N-methylethanesulfonamide C1(=CC=C(C=C1)N1N=C(C2=CC=CC=C2C1=O)C=1C=C(C=CC1)N(S(=O)(=O)CC)C)C1=CC=CC=C1